FC(OC1CCC(CC1)COC1=NC(=NC=C1F)NC1=CC=C(C=C1)N1C[C@@H](O[C@@H](C1)C)C)F 4-(((1R,4R)-4-(difluoromethoxy)cyclohexyl)methoxy)-N-(4-((2S,6R)-2,6-dimethylmorpholino)phenyl)-5-fluoropyrimidin-2-amine